(1-isopropyl-1H-pyrazol-4-yl)-5-methyl-2-(1-methyl-1H-imidazol-2-yl)pyrrolo[2,1-f][1,2,4]triazin-4-ol C(C)(C)N1N=CC(=C1)C=1C(=C2C(=NC(=NN2C1)C=1N(C=CN1)C)O)C